4-bromo-2-(1-(trifluoromethyl)cyclopropyl)pyridine BrC1=CC(=NC=C1)C1(CC1)C(F)(F)F